2,2-dimethoxy-N-methylethan-1-amine COC(CNC)OC